COC1=C(C=C2C(=N1)C=C(S2)C(C[C@H](C(=O)O)C)=O)OC |o1:13| (R or S)-4-(5,6-Dimethoxythieno[3,2-b]pyridin-2-yl)-2-methyl-4-oxobutanoic Acid